C=C(C(=O)O)CC1=CC(=C(C(=C1)C(C)(C)C)O)C(C)(C)C.CC=1C(=C(N=NC1C(F)(F)F)OC1=C(C=C(C=C1)C(F)(F)F)C)C(=O)NC1=CC(=CC=C1)S(=O)(=O)C 5-methyl-N-(3-methylsulfonylphenyl)-3-[2-methyl-4-(trifluoromethyl)phenoxy]-6-(trifluoromethyl)pyridazine-4-carboxamide methylene(3,5-di-tert-butyl-4-hydroxyhydrocinnamate)